FC=1C=C(C=CC1F)N1C(CCCC12CCN(CC2)C2=NC(=NC(=C2)N2N=CC(=C2)C(F)(F)F)C(=O)N)=O 1-(3,4-difluorophenyl)-2-oxo-1,9-diazaspiro[5.5]undec-9-yl-6-(4-(trifluoromethyl)-1H-pyrazol-1-yl)pyrimidine-2-carboxamide